[(2R,3S,11bR)-9,10-dimethoxy-3-(2-methylpropyl)-1H,2H,3H,4H,6H,7H,11bH-pyrido[2,1-a]isoquinolin-2-yl]methyl 4-(propan-2-yl)piperazine-1-carboxylate CC(C)N1CCN(CC1)C(=O)OC[C@@H]1C[C@H]2N(CCC3=CC(=C(C=C23)OC)OC)C[C@H]1CC(C)C